C1(=CC=CC=C1)N1C2=CC=CC=C2C=2C=C(C=CC12)C1=CC=2N(C3=CC=CC=C3C2C=C1)C=1C=C(C=CC1)C1=CN=C2C(=N1)OC1=C2C=2C=CC=CC2C=C1 9-[3-(9'-phenyl-2,3'-bi-9H-carbazol-9-yl)phenyl]naphtho[1',2':4,5]furo[2,3-b]pyrazine